CC(C)C(CC)NCCCCCCCCCN N-(2-methylpentan-3-yl)nonane-1,9-diamine